O=C1C[C@H](CN1)C(=O)O |r| (R) and (S)-5-oxopyrrolidine-3-carboxylic acid